(2-((2-(isopropyl (methyl) amino) ethyl) (propyl) amino) ethyl) carbonate C(OCCN(CCC)CCN(C)C(C)C)([O-])=O